C(OCC)(OC=1C(=NC=CC1OC)C(N[C@@H](C)C1=NC(=NO1)C1=CC=C(C=C1)F)=O)=O (S)-ethyl (2-((1-(3-(4-fluorophenyl)-1,2,4-oxadiazol-5-yl)ethyl)carbamoyl)-4-methoxypyridin-3-yl) carbonate